(1-phenyl-1H-1,2,4-triazole-3-oxy)ethylamine hydrochloride Cl.C1(=CC=CC=C1)N1N=C(N=C1)OCCN